methyl (S)-6-bromo-5-hydroxy-2-methyl-3,4-dihydroquinoline-1(2H)-carboxylate BrC=1C(=C2CC[C@@H](N(C2=CC1)C(=O)OC)C)O